N-(2-hydroxy-2-methylpropyl)-3-oxo-2-(1,2-thiazol-4-yl)-6-[4-(trifluoromethyl)phenyl]-2,3-dihydropyridazine OC(CN1N(C(CC=C1C1=CC=C(C=C1)C(F)(F)F)=O)C=1C=NSC1)(C)C